5-[2-[5-(2-aminoethyl)pyrimidin-2-yl]-5-fluorophenoxy]-N,N,1-trimethylpyrazole-3-amine NCCC=1C=NC(=NC1)C1=C(OC2=CC(=NN2C)N(C)C)C=C(C=C1)F